C(C=C)(=O)OCC(CCCC)CC Propenoic acid, 2-ethylhexyl ester